1-(4-(6-(2-(4-(3-chloro-2-(trifluoromethoxy)phenyl)pyridin-2-yl)acetamido)pyridazin-3-yl)butyl)-N-methyl-1H-1,2,3-triazole-4-carboxamide ClC=1C(=C(C=CC1)C1=CC(=NC=C1)CC(=O)NC1=CC=C(N=N1)CCCCN1N=NC(=C1)C(=O)NC)OC(F)(F)F